1-(4-hydroxyphenyl)-3-[(4-methoxyphenyl)methyl]hexahydro-pyrimidine-2,4-dione OC1=CC=C(C=C1)N1C(N(C(CC1)=O)CC1=CC=C(C=C1)OC)=O